4-(2-((1-(1-(tert-Butoxycarbonyl)piperidin-4-yl)-1H-pyrazol-4-yl)amino)-5-methylpyrimidin-4-yl)benzoic Acid C(C)(C)(C)OC(=O)N1CCC(CC1)N1N=CC(=C1)NC1=NC=C(C(=N1)C1=CC=C(C(=O)O)C=C1)C